NCCCCCCC=1C=CC=C2C=C(N(C12)CC1CC1)C1=NC2=C(N1C)C(=CC(=C2)C(=O)N2[C@@H]1CC[C@H](C2)[C@H]1N)OC (1R,4R,7R)-2-{2-[7-(6-aminohexyl)-1-(cyclopropylmethyl)-1H-indol-2-yl]-7-methoxy-1-methyl-1H-1,3-benzodiazole-5-carbonyl}-2-azabicyclo[2.2.1]heptan-7-amine